3-cyclopropyl-1-((tetrahydro-2H-pyran-3-yl)methyl)-4-(trifluoromethyl)-1H-pyrazole-5-carboxamide C1(CC1)C1=NN(C(=C1C(F)(F)F)C(=O)N)CC1COCCC1